BrC=1C(=NC(=NC1)OCCN(C)C)C 2-((5-bromo-4-methylpyrimidin-2-yl)oxy)-N,N-dimethylethan-1-amine